(S)-1-(3,5-difluoro-4-(7-methyl-3-((4-propionylmorpholin-2-yl)methyl)imidazo[1,2-a]pyridin-2-yl)phenyl)pyrrolidin-2-one FC=1C=C(C=C(C1C=1N=C2N(C=CC(=C2)C)C1C[C@H]1CN(CCO1)C(CC)=O)F)N1C(CCC1)=O